5-(2-ethoxy-3-pyridinyl)-1-isopropyl-3-methyl-7-[(1-methylpyrazol-4-yl)methylsulfanyl]pyrazolo[4,3-b]pyridine C(C)OC1=NC=CC=C1C1=CC(=C2C(=N1)C(=NN2C(C)C)C)SCC=2C=NN(C2)C